C(N)(=O)C1=C(NC(CCC(=O)O)=O)C=CC=C1F 4-(2-carbamoyl-3-fluoro-anilino)-4-oxo-butyric acid